N-(5-bromo-1H-pyrrolo[3,2-b]pyridin-3-yl)-4-phenyl-1H-benzo[d]imidazol-2-amine BrC1=CC=C2C(=N1)C(=CN2)NC2=NC1=C(N2)C=CC=C1C1=CC=CC=C1